r-(ethane-1,2-diyldisulfinyl)bis(N,N-diethylmethanamide) C(C[S@@](=O)C(=O)N(CC)CC)S(=O)C(=O)N(CC)CC